CC1=C(C=NN1)C=1C=CC(=C(C1)O)C=1N=NC(=CC1)N(C1CC(NC(C1)(C)C)(C)C)C 5-(5-Methyl-1H-pyrazol-4-yl)-2-{6-[methyl(2,2,6,6-tetramethylpiperidin-4-yl)amino]pyridazin-3-yl}phenol